ClC=1C(=NC(=NC1)NC1=C(C=C(C(=C1)C)N1CCC2(CC1)CCNCC2)OC)NC=2C(=C1C=NC(=NC1=CC2)CC)P(C)(C)=O (6-((5-chloro-2-((2-methoxy-5-methyl-4-(3,9-diazaspiro[5.5]undecan-3-yl)phenyl)amino)pyrimidin-4-yl)amino)-2-ethylquinazolin-5-yl)dimethylphosphine oxide